(R)-2-(4'-Fluoro-2'-(4-methyl-4H-1,2,4-triazol-3-yl)-[1,1'-biphenyl]-3-yl)-5-((2-methylmorpholino)methyl)-7-(trifluoromethyl)benzo[d]oxazole FC1=CC(=C(C=C1)C1=CC(=CC=C1)C=1OC2=C(N1)C=C(C=C2C(F)(F)F)CN2C[C@H](OCC2)C)C2=NN=CN2C